C1(=CC=CC=C1)PC1=CC=CC=C1 phenyl-(phenyl)phosphine